N-methyl-5-(quinolin-6-yl)-7H-pyrrolo[2,3-d]pyrimidin-2-amine CNC=1N=CC2=C(N1)NC=C2C=2C=C1C=CC=NC1=CC2